BrC=1C=C(C=CC1)C1=CC=2C(C3=CC=CC=C3C2C=C1)(C1=CC=CC=C1)C1=CC=CC=C1 2-(3-bromophenyl)-9,9-diphenyl-9H-fluorene